ClC=1C(=NC(=C(C1)C#C[Si](C)(C)C)O)C(=O)OC methyl 3-chloro-6-hydroxy-5-(2-trimethylsilylethynyl)pyridine-2-carboxylate